N,N'-bis(3-methylphenyl)-N,N'-diphenyl-(1,1'-biphenyl)-4,4'-diamine CC=1C=C(C=CC1)N(C1=CC=C(C=C1)C1=CC=C(C=C1)N(C1=CC=CC=C1)C1=CC(=CC=C1)C)C1=CC=CC=C1